C1(CC1)C1=C(C(=NO1)C1=C(C=CC=C1)OC(F)(F)F)COC1C[C@H]2CC[C@@H](C1)N2C2=CC=C(C=C2)C2=NNC(O2)=O 5-(4-((1R,3R,5S)-3-((5-cyclopropyl-3-(2-(trifluoromethoxy)phenyl)isoxazol-4-yl)methoxy)-8-azabicyclo[3.2.1]octan-8-yl)phenyl)-1,3,4-oxadiazol-2(3H)-one